tert-butyl 1-cyclopropyl-7-{2-[2-(dimethylamino) ethoxy] ethoxy}-8-methoxy-5H-pyrido[4,3-b]indole-5-carboxylate C1(CC1)C1=NC=CC=2N(C=3C=C(C(=CC3C21)OC)OCCOCCN(C)C)C(=O)OC(C)(C)C